methyl 1-(5-((3-fluorophenyl)ethynyl)-2,3-dihydro-1H-inden-1-yl)-3,3-dimethylpiperidine-4-carboxylate FC=1C=C(C=CC1)C#CC=1C=C2CCC(C2=CC1)N1CC(C(CC1)C(=O)OC)(C)C